3-[4-[3-[4-[(3R,5R)-5-[(5-bromo-1-methyl-6-oxo-pyridazin-4-yl)amino]-1-methyl-3-piperidyl]benzoyl]-3,9-diazaspiro[5.5]undecan-9-yl]-2-methyl-phenoxy]piperidine-2,6-dione BrC1=C(C=NN(C1=O)C)N[C@@H]1C[C@@H](CN(C1)C)C1=CC=C(C(=O)N2CCC3(CC2)CCN(CC3)C3=CC(=C(OC2C(NC(CC2)=O)=O)C=C3)C)C=C1